6-(3-fluorophenyl)-3-methyl-1,3-dihydro-2H-imidazo[4,5-b]pyridin-2-one FC=1C=C(C=CC1)C=1C=C2C(=NC1)N(C(N2)=O)C